tert-butyl (3-(2-(((5-chloro-8-hydroxyquinolin-7-yl)(pyridin-3-yl)methyl)amino)-2-oxoethyl)-3-azabicyclo[3.1.0]hexan-6-yl)carbamate ClC1=C2C=CC=NC2=C(C(=C1)C(C=1C=NC=CC1)NC(CN1CC2C(C2C1)NC(OC(C)(C)C)=O)=O)O